Cl.FC1=C(C=O)C=CC(=C1)OC1CNCC1 2-fluoro-4-(pyrrolidin-3-yloxy)benzaldehyde hydrochloride